2-isopropyl-2-ethoxymethyl-1,3-diethoxycyclohexane C(C)(C)C1(C(CCCC1OCC)OCC)COCC